2-oxo-2,3,6b,9,10,10a-hexahydro-1H-pyrido[3',4':4,5]pyrrolo[1,2,3-de]quinoxaline-8(7H)-carboxylate O=C1NC=2C=CC=C3C2N(C1)C1C3CN(CC1)C(=O)[O-]